FC(CNC(=O)C=1C=CC=C2C=NC=NC12)(F)F N-(2,2,2-trifluoroethyl)quinazoline-8-carboxamide